2-(6-amino-5-(4-(piperazin-1-ylmethyl)phenethyloxy)pyridazin-3-yl)phenol NC1=C(C=C(N=N1)C1=C(C=CC=C1)O)OCCC1=CC=C(C=C1)CN1CCNCC1